(R)-(6-cyclopropylpyrazolo[1,5-a]pyridin-3-yl)(4-(4-fluoropyrazolo[1,5-a]pyridin-2-yl)-6,7-dihydro-1H-imidazo[4,5-c]pyridin-5(4H)-yl)methanone C1(CC1)C=1C=CC=2N(C1)N=CC2C(=O)N2[C@H](C1=C(CC2)NC=N1)C1=NN2C(C(=CC=C2)F)=C1